8-benzoyl-2-(3-fluorobenzyl)-2,8-diazaspiro[4.5]decan-1-one C(C1=CC=CC=C1)(=O)N1CCC2(CCN(C2=O)CC2=CC(=CC=C2)F)CC1